1,4-bis(3-ethyl-3-oxetanylmethoxy)butane C(C)C1(COC1)COCCCCOCC1(COC1)CC